NC=1C(=C(C=C2C=C(N=CC12)NC(OC1CC(C1)C(NC)=O)=O)C1=C(C2=C(OCCN2)N=C1)C)F 3-(Methylcarbamoyl)cyclobutyl (8-amino-7-fluoro-6-(8-methyl-2,3-dihydro-1H-pyrido[2,3-b][1,4]oxazin-7-yl)isoquinolin-3-yl)carbamate